N-(2,6-dimethylphenyl)-2-(2-oxo-1-pyrrolidinyl)acetamide CC1=C(C(=CC=C1)C)NC(CN1C(CCC1)=O)=O